(S)-(1-(2-chlorofuro[3,2-d]pyrimidin-4-yl)pyrrolidin-2-yl)methanol ClC=1N=C(C2=C(N1)C=CO2)N2[C@@H](CCC2)CO